CC1=C(C(=CC=C1)C)C1=CC=CC=C1 2',6'-dimethylbiphenyl